[6-ethyl-8-fluoro-4-methyl-3-(3-methyl-1,2,4-oxadiazol-5-yl)quinolin-2-yl]-N-(oxan-4-yl)piperidin-4-amine C(C)C=1C=C2C(=C(C(=NC2=C(C1)F)N1CCC(CC1)NC1CCOCC1)C1=NC(=NO1)C)C